5-butyl-2H-tetrazol C(CCC)C=1N=NNN1